tert-butyl 4-(cyclopropanecarbonyl)-1H-imidazole-1-carboxylate C1(CC1)C(=O)C=1N=CN(C1)C(=O)OC(C)(C)C